(S)-3-Nitro-4-((oxetan-2-ylmethyl)amino)benzoic acid methyl ester COC(C1=CC(=C(C=C1)NC[C@H]1OCC1)[N+](=O)[O-])=O